2,2'-methylenebis[4-nonyl-6-(α,α-dimethylbenzyl)phenol] C(C1=C(C(=CC(=C1)CCCCCCCCC)C(C1=CC=CC=C1)(C)C)O)C1=C(C(=CC(=C1)CCCCCCCCC)C(C1=CC=CC=C1)(C)C)O